BrC1=CC=CC2=C1SC(=C2)C=O 7-bromobenzo[b]thiophene-2-formaldehyde